C1(CC1)C1=CC=C(C=C1)C(O)C1(CN(C1)C)C (4-cyclopropyl-phenyl)-(1,3-dimethyl-azetidin-3-yl)-methanol